N1C[C@H](CC1)C1=CC=C(C=C1)NC([C@H](C)C1=CC(=CC=C1)C(F)(F)F)=O |r| (RS)-N-((RS)-4-Pyrrolidin-3-yl-phenyl)-2-(3-trifluoromethyl-phenyl)-propionamid